6-(6-(((1R,2S,3S,5S)-2-fluoro-8-azabicyclo[3.2.1]octan-3-yl)(methyl)amino)pyridazin-3-yl)-2-methylbenzo[d]oxazol-5-ol F[C@H]1[C@H]2CC[C@@H](C[C@@H]1N(C1=CC=C(N=N1)C1=CC3=C(N=C(O3)C)C=C1O)C)N2